N(=[N+]=[N-])CCCC(=O)N1C(OCC1CC1=CC=CC=C1)=O (e)-3-(4-azidobutyryl)-4-benzyloxazolidin-2-one